[Cu].NC=1C2=C(N=CN1)NC(=C2Br)C2CC(C2)NC(C(=C)C)=O N-((1r,3r)-3-(4-amino-5-bromo-7H-pyrrolo[2,3-d]pyrimidin-6-yl)cyclobutyl)methacrylamide copper